C(C)C1N(C2=CC=CC=C2C(C1)=O)\N=C(\C(=O)OC)/C methyl (2E)-2-[(2-ethyl-4-oxo-2,3-dihydroquinolin-1-yl)imino]propanoate